C(C)(C)(C)OC(=O)N1CCC(CC1)C=1C=C2C=NN(C2=CC1)C 4-(1-methyl-1H-indazol-5-yl)piperidine-1-carboxylic acid tert-butyl ester